N,N-diallyl-4-ethoxybenzamide C(C=C)N(C(C1=CC=C(C=C1)OCC)=O)CC=C